ONC(=O)C=1CCN(CC1)S(=O)(=O)C1=CC=C(C=C1)C1=CC=C(C=C1)CN1CCN(CC1)C(COC)(C)C N-hydroxyl-1-((4'-((4-(1-methoxy-2-methylpropane-2-yl)piperazine-1-yl)methyl)-[1,1'-biphenyl]-4-yl)sulfonyl)-1,2,3,6-tetrahydropyridine-4-formamide